C1OCC12CC(C2)N2C[C@@H]1[C@H](C2)CC(C1)NC=1N=NC(=CC1)C1=C(C(=CC(=C1)F)F)F (3aR,5s,6aS)-2-(2-oxaspiro[3.3]heptan-6-yl)-N-(6-(2,3,5-trifluorophenyl)pyridazin-3-yl)octahydrocyclopenta[c]pyrrol-5-amine